C1CCC12N(CCC2)CCNC(=O)C=2C=C(C(=NC2)C)NC(=O)C=2C=NN1C2SC(=C1)Br N-(5-((2-(5-azaspiro[3.4]octan-5-yl)ethyl)carbamoyl)-2-methylpyridin-3-yl)-2-bromopyrazolo[5,1-b]thiazole-7-carboxamide